(S)-2-((1H-pyrrolo[2,3-b]pyridin-5-yl)oxy)-4-(4-((4'-chloro-[1,1'-biphenyl]-2-yl)(hydroxy)methyl)piperidin-1-yl)benzoic acid N1C=CC=2C1=NC=C(C2)OC2=C(C(=O)O)C=CC(=C2)N2CCC(CC2)[C@H](O)C2=C(C=CC=C2)C2=CC=C(C=C2)Cl